(+)-8-((1S,2S,3S)-3-hydroxy-2-methylcyclopentyl)-6-(difluoromethyl-d)-2-((1-(methylsulfonyl)piperidin-4-yl-3,3,5,5-d4)-amino)pyrido[2,3-d]pyrimidin-7(8H)-one O[C@@H]1[C@H]([C@H](CC1)N1C(C(=CC2=C1N=C(N=C2)NC2C(CN(CC2([2H])[2H])S(=O)(=O)C)([2H])[2H])C([2H])(F)F)=O)C